(Z)-1-(4-amino-2-fluorobut-2-en-1-yl)-N,N,2-trimethyl-4-(4-(methylsulfonyl)phenyl)-1H-benzo[d]imidazole-6-carboxamide NC\C=C(\CN1C(=NC2=C1C=C(C=C2C2=CC=C(C=C2)S(=O)(=O)C)C(=O)N(C)C)C)/F